COC1=CC=C(C=C1)CC(=O)ONC(OCC(Cl)(Cl)Cl)=O 2,2,2-Trichloroethyl (2-(4-methoxyphenyl)acetoxy)carbamate